C(C)(=O)OSC1=C(C(=NC=C1C(C)(C)C)C(C)C)NC(=O)NC(C1=C(N=C(C(=C1)F)Cl)Cl)=O t-butyl-((3-(3-(2,6-dichloro-5-fluoronicotinoyl) ureido)-2-isopropylpyridin-4-yl) mercapto) acetate